ClC=1C=C(C=CC1O)CC(=O)OC1=C(C(=C(C(=C1F)F)F)F)F perfluorophenyl 2-(3-chloro-4-hydroxyphenyl)acetate